NC1=C(SC2=NC(=CC=C21)C)C(=O)NC2CC=1C(=CC(=NC1CC2)N2CC(C(C2)N)(C)OC)F 3-amino-N-[2-(4-amino-3-methoxy-3-methylpyrrolidin-1-yl)-4-fluoro-5,6,7,8-tetrahydroquinolin-6-yl]-6-methylthieno[2,3-b]pyridine-2-carboxamide